O[C@@H]1[C@H](O[C@@H]([C@H]([C@H]1O)O)OC1=CC=C(C=C1)[N+](=O)[O-])CCS(=O)(=O)OC(C)C isopropyl 2-((2R,3S,4S,5S,6R)-3,4,5-trihydroxy-6-(4-nitrophenoxy)tetrahydro-2H-pyran-2-yl)ethane-1-sulfonate